((2S,3S)-3-(2,4-dichlorophenyl)-1,4-dioxaspiro[4.4]nonan-2-yl)methyl sulfamate S(N)(OC[C@@H]1OC2(O[C@H]1C1=C(C=C(C=C1)Cl)Cl)CCCC2)(=O)=O